OC(=O)C(F)(F)F.NC=1C=C(C(=NC1)C)NC(=O)C=1N=NN2C1C=CC(=C2)Br N-(5-amino-2-methylpyridin-3-yl)-6-bromo-[1,2,3]triazolo[1,5-a]pyridine-3-carboxamide TFA salt